FC1=C(C=CC(=C1)C#CC1=CC=C(C=C1)OC)C(=O)N1C[C@@H](CCC1)O (R)-(2-fluoro-4-((4-methoxy-phenyl)ethynyl)phenyl)(3-hydroxypiperidin-1-yl)methanone